COC[C@@H](C)N1C(C=2N(C=3N(C(C2C1)=O)N=C(C3)C)CC(=O)OCC)=O ethyl {6-[(2R)-1-methoxypropan-2-yl]-2-methyl-5,8-dioxo-5,6,7,8-tetrahydro-4H-pyrazolo[1,5-a]pyrrolo[3,4-d]pyrimidin-4-yl}acetate